3-(1-benzyl-6-oxo-1,6-dihydropyridin-3-yl)-4,4-difluoropiperidine-1-carboxylic acid tert-butyl ester C(C)(C)(C)OC(=O)N1CC(C(CC1)(F)F)C1=CN(C(C=C1)=O)CC1=CC=CC=C1